(1R,5S,6r)-6-(4-isobutyl-5,5-dimethyl-4,5-dihydro-1,2-oxazol-3-yl)-3-azabicyclo[3.1.0]Hexane C(C(C)C)C1C(=NOC1(C)C)C1[C@H]2CNC[C@@H]12